(4-amino-5,5-dimethyl-7-(4-phenoxyphenyl)-6,7-dihydro-5H-pyrrolo[2,3-d]pyrimidin-2-yl)methanol NC=1C2=C(N=C(N1)CO)N(CC2(C)C)C2=CC=C(C=C2)OC2=CC=CC=C2